acryloyloxyundecyl-dibromomethylsilane C(C=C)(=O)OCCCCCCCCCCC[SiH2]C(Br)Br